ClC=1C(=C(C=CC1)NC1=C(NC2=C1C(NCC2)=O)C2=C(C=NC=C2)C#CC2CC2)C 3-[(3-chloro-2-methylphenyl)amino]-2-[3-(2-cyclopropylethynyl)pyridin-4-yl]-1H,5H,6H,7H-pyrrolo[3,2-c]pyridin-4-one